FS(C1=CC=C(C=C1)N[C@@H]1CC[C@H](CC1)S(=O)=NC1=CC=C(C=C1)B1OC(C(O1)(C)C)(C)C)(F)(F)(F)F [trans-4-{[4-(pentafluoro-λ6-sulfanyl)phenyl]Amino}cyclohexyl][4-(4,4,5,5-tetramethyl-1,3,2-dioxaborolan-2-yl)phenyl]imino-λ6-sulfanone